CC1=C(C=NC(=C1)C1=NC(=NO1)CN1C[C@@H](N[C@@H](C1)C=1C(=C2COC(C2=CC1)=O)C)C)C#N 4-methyl-6-(3-(((3s,5r)-3-methyl-5-(4-methyl-1-oxo-1,3-dihydroisobenzofuran-5-yl)piperazin-1-yl)methyl)-1,2,4-oxadiazol-5-yl)pyridine-3-carbonitrile